FC1=C(OC=2N=CC(=NC2)NC([C@H](C)N2CC(N(CC2)C(CC2NC(C3=CC=CC=C23)=O)=O)(C)C)=O)C=CC(=C1)F (2S)-N-(5-(2,4-difluorophenoxy)pyrazin-2-yl)-2-(3,3-dimethyl-4-(2-(3-oxoisoindolin-1-yl)acetyl)piperazin-1-yl)propanamide